C(C)(=O)N1CCC(CC1)NC=1C=C(C(=O)O)C(=CN1)OC 2-((1-acetylpiperidin-4-yl)amino)-5-methoxyisonicotinic acid